C(C)(C)(C)OC(=O)N[C@@H](CC(=O)OCC)C=1C=C(C=C(C1F)C1CC1)C1=C(C=C(C=C1OCCCC=C)C1CCCC1)C Ethyl (S)-3-((tert-butoxycarbonyl)amino)-3-(4'-cyclopentyl-5-cyclopropyl-4-fluoro-2'-methyl-6'-(pent-4-en-1-yloxy)-[1,1'-biphenyl]-3-yl)propanoate